2-butyl-4-methoxyquinoline C(CCC)C1=NC2=CC=CC=C2C(=C1)OC